Cl.Cl.ClC1=CC2=C(NC(=N2)CN)C=C1 (5-chloro-1H-1,3-benzodiazol-2-yl)methylamine dihydrochloride